NC1=CC=C(C(C(=O)O)=C1)O[N+](=O)[O-] 5-aminonitrosalicylic acid